(1-bromonaphthalen-2-yl)-N,N'-bis(4-methylphenyl)phosphoric diamide BrC1=C(C=CC2=CC=CC=C12)N(P(NC1=CC=C(C=C1)C)(O)=O)C1=CC=C(C=C1)C